2,4-dichloro-6-(dibromomethyl)benzonitrile ClC1=C(C#N)C(=CC(=C1)Cl)C(Br)Br